N-benzoyl-L-phenylalanyl alcohol C(C1=CC=CC=C1)(=O)N[C@@H](CC1=CC=CC=C1)C(=O)O